C(C1=CC=CC=C1)N(C1=CC(=CC(=N1)C1=C(/C(/N)=N/O)C=CC=C1)NC(=O)NC1=CC=C(C=C1)C)CCC (Z)-2-(6-(benzyl-(propyl)amino)-4-(3-(p-tolyl)ureido)pyridin-2-yl)-N'-hydroxybenzimidamide